[2H]C(N1C(C(OCCCCCCCC(NC1=NC(OC(C)(C)C)=O)=O)=O)NC(=N)N)([2H])[2H] tert-Butyl 4-trideuteriomethylguanidino-2,7-dioxo-1-oxa-4,6-diazacyclotetradecan-5-ylidenecarbamate